(((1s,4s)-4-((tert-butyldimethylsilyl)oxy)cyclohexyl)methoxy)methane [Si](C)(C)(C(C)(C)C)OC1CCC(CC1)COC